(2-(4,6-diphenyl-1,3,5-triazin-2-yl)-[1,1'-biphenyl]-4-yl)boronic acid C1(=CC=CC=C1)C1=NC(=NC(=N1)C1=CC=CC=C1)C1=C(C=CC(=C1)B(O)O)C1=CC=CC=C1